O-[3-chloro-2-(3,5-dichloro-phenoxy)-propyl]-hydroxylamine ClCC(CON)OC1=CC(=CC(=C1)Cl)Cl